racemic-tert-butyl (tert-butoxycarbonyl)(7-(2-fluoro-5-(1-(1-(4-fluorophenyl)propyl)-1H-pyrazol-4-yl)pyridin-3-yl)-[1,2,4]triazolo[1,5-a]pyridin-2-yl)carbamate C(C)(C)(C)OC(=O)N(C(OC(C)(C)C)=O)C1=NN2C(C=C(C=C2)C=2C(=NC=C(C2)C=2C=NN(C2)[C@H](CC)C2=CC=C(C=C2)F)F)=N1 |r|